(1S,3R,4S)-N-((R)-1-cyano-2-((R)-2-oxopyrrolidin-3-yl)ethyl)-5,5-difluoro-2-(9-hydroxy-9H-fluorene-9-carbonyl)-2-azabicyclo[2.2.2]octane-3-carboxamide C(#N)[C@@H](C[C@@H]1C(NCC1)=O)NC(=O)[C@@H]1N([C@@H]2CC([C@H]1CC2)(F)F)C(=O)C2(C1=CC=CC=C1C=1C=CC=CC21)O